FC1=C(C=CC(=C1)C)C1(NC=CC=2C(=C(C=CC12)C)N)N 1-(2-fluoro-4-methylphenyl)-6-methylisoquinoline-1,5-diamine